quinolyl-pyrrolidine N1=C(C=CC2=CC=CC=C12)N1CCCC1